NC([C@H](CCC(=O)OC(C)(C)C)N1C(C2=CC=CC(=C2C1)OCC1=CC=C(C=C1)CCl)=O)=O (S)-tert-Butyl 5-amino-4-(4-((4-(chloromethyl)benzyl)oxy)-1-oxoisoindolin-2-yl)-5-oxopentanoate